ClC1=C(C=CC=C1Cl)C(C(C)O)O 1-(2,3-dichlorophenyl)-1,2-propanediol